C(C)(C)(C)OC(=O)N(C(CC(=O)O)C(N1CC(C(C1)(F)F)(F)F)=O)C 3-[tert-butoxycarbonyl(methyl)amino]-4-oxo-4-(3,3,4,4-tetrafluoropyrrolidin-1-yl)butanoic acid